3-(2-chloro-6-methyl-4-pyridinyl)-2-(3-cyano-2-methyl-phenyl)-N-(2-hydroxy-2-methyl-propyl)pyrazolo[1,5-a]pyrimidine-5-carboxamide ClC1=NC(=CC(=C1)C=1C(=NN2C1N=C(C=C2)C(=O)NCC(C)(C)O)C2=C(C(=CC=C2)C#N)C)C